N-benzyl-N-tertiary butyl-2-chloroacetamide C(C1=CC=CC=C1)N(C(CCl)=O)C(C)(C)C